C1(CC1)C(=O)NC=1SC2=NC(=CC=C2N1)OC=1C=C(C=CC1C)NC(OC(C)(C)C)=O tert-butyl (3-((2-(cyclopropanecarboxamido)thiazolo[5,4-b]pyridin-5-yl) oxy)-4-methylphenyl)carbamate